(3E)-1-iodo-14,14-diheptyloxy-3-tetradecene ICC\C=C\CCCCCCCCCC(OCCCCCCC)OCCCCCCC